N1=C(C=CC=C1)C=1C=NC(=NC1)OCCN1C=NC2=C1C=CC=C2 1-(2-((5-(pyridin-2-yl)pyrimidin-2-yl)oxy)ethyl)-1H-benzo[d]imidazole